(5R,8S)-N'-cyano-N-(4,5-dichloro-2-fluorophenyl)-1-fluoro-6,7,8,9-tetrahydro-5H-5,8-epiminocyclohepta[c]pyridine-10-carboximidamide C(#N)N=C(NC1=C(C=C(C(=C1)Cl)Cl)F)N1[C@@H]2CC[C@H]1CC=1C(=NC=CC12)F